2-(tetrahydro-2H-pyran-2-yl)propan-2-ol O1C(CCCC1)C(C)(C)O